NC1=CC=C(C=C1)C1=NC2=CC=CC=C2C(=C1)C(=O)O 2-(4-aminophenyl)-quinoline-4-carboxylic acid